(S)-3-((S)-2-(2-((2,6-dimethyl phenyl)amino)-2-oxoacetamido)-4-methylpentanamido)-2-oxo-4-((S)-2-oxopyrrolidin-3-yl)butyl 2-oxo-2-phenylacetate O=C(C(=O)OCC([C@H](C[C@H]1C(NCC1)=O)NC([C@H](CC(C)C)NC(C(=O)NC1=C(C=CC=C1C)C)=O)=O)=O)C1=CC=CC=C1